O=C1NC=CC(=C1)NC(C1=C(N=CC(=C1)C(F)(F)F)N1CCC2(CC2)CC1)=O N-(2-oxo-1,2-dihydropyridin-4-yl)-2-(6-azaspiro[2.5]oct-6-yl)-5-(trifluoromethyl)nicotinamide